3-{4-[(6,7-dimethoxy-4-quinolinyl)oxy]-3-isopropylphenyl}-1-[5-(trifluoromethyl)-3-pyridinyl]-2,4-imidazolidinedione COC=1C=C2C(=CC=NC2=CC1OC)OC1=C(C=C(C=C1)N1C(N(CC1=O)C=1C=NC=C(C1)C(F)(F)F)=O)C(C)C